(S)-10-fluoro-9-((4-((2-hydroxy-1-phenylethyl)amino)-5-(1,3,4-oxadiazol-2-yl)pyrimidin-2-yl)amino)-3,4-dihydro-1H,6H-[1,3,4]oxadiazino[3,4-a]indazol-6-one FC=1C(=CC=C2C(N3N(C12)COCC3)=O)NC3=NC=C(C(=N3)N[C@H](CO)C3=CC=CC=C3)C=3OC=NN3